N-[(4R,5R)-5-fluoro-1-methyl-3,3-dimethyl-4-piperidyl]-6-[3-(4-mesyl-2-anisidino)-1-propynyl]-1-(2,2,2-trifluoroethyl)-1H-benzo[d]imidazole-4-carboxamide F[C@H]1[C@@H](C(CN(C1)C)(C)C)NC(=O)C1=CC(=CC=2N(C=NC21)CC(F)(F)F)C#CCNC=2C(OC)=CC=C(C2)S(=O)(=O)C